tert-butyl (2R,6R)-4-hydroxy-2,6-dimethylpiperidine-1-carboxylate OC1C[C@H](N([C@@H](C1)C)C(=O)OC(C)(C)C)C